Cl.C12CC(CC(CC1)N2)N(C=2SC1=C(N2)C(=CC(=C1)C=1C=C(C=2N(N1)C=C(N2)C)C)F)C N-[(3-exo)-8-Azabicyclo[3.2.1]oct-3-yl]-6-(2,8-dimethylimidazo[1,2-b]pyridazin-6-yl)-4-fluoro-N-methyl-1,3-benzothiazol-2-amin-Hydrochlorid